C1=C(C=CC2=CC=CC=C12)CC[SiH3] 2-naphthylethylsilane